4-((S)-4-acryloyl-2-methylpiperazin-1-yl)-6-fluoro-7-(6-fluorobenzofuran-7-yl)-1-(4-isopropyl-2,6-dimethylpyrimidin-5-yl)pyrido[2,3-d]pyrimidin-2(1H)-one C(C=C)(=O)N1C[C@@H](N(CC1)C=1C2=C(N(C(N1)=O)C=1C(=NC(=NC1C)C)C(C)C)N=C(C(=C2)F)C2=C(C=CC=1C=COC12)F)C